4-(4-(2,5-dichloropyrimidin-4-yl)-1H-pyrazol-1-yl)pyridin-2(1H)-one ClC1=NC=C(C(=N1)C=1C=NN(C1)C1=CC(NC=C1)=O)Cl